C(C)(C)(C)OC(=O)N1C[C@@H]2[C@H](C1)CC(C2)OC2=CC(=CC=C2)C=2C=NC=NC2 (3ar,5s,6as)-5-(3-(pyrimidin-5-yl)phenoxy)hexahydrocyclopenta[c]pyrrole-2(1H)-carboxylic acid tert-butyl ester